BrC1=CC=C(C=C1)C1(NC2=CC=CC=C2C(=N1)NC1=NNC(=C1)C1CC1)N 2-(4-bromophenyl)-N4-(5-cyclopropyl-1H-pyrazol-3-yl)quinazoline-2,4-diamine